COC=1C=C(C=CC1OC)N1C2=C(C(=C(C1=O)C1=CC=C(C=C1)[N+](=O)[O-])C1=C(C=CC=C1)O)CN(C2=O)C2=C(C=CC=C2C)C (3,4-dimethoxyphenyl)-6-(2,6-dimethylphenyl)-4-(2-hydroxyphenyl)-3-(4-nitrophenyl)-5,6-dihydro-1H-pyrrolo[3,4-b]pyridine-2,7-dione